5-Chloro-7-ethyl-2-methyl-2H-pyrazolo[4,3-b]pyridine ClC=1C=C(C=2C(N1)=CN(N2)C)CC